4,4-diamino-3,3-dihydroxymethyl-biphenyl NC1(C(C=C(C=C1)C1=CC=CC=C1)(CO)CO)N